S(=O)(=O)(O)C1=CC=C(C)C=C1.C(CC[C@@H](C(=O)O)NC(=O)C1=CC=C(NCC2CNC=3N=C(N)NC(=O)C3N2)C=C1)(=O)O (S)-tetrahydrofolic acid tosylate